ethyl [2-tert-butyl-6-(cyclopropylmethyl)-5,8-dioxo-5,6,7,8-tetrahydro-4H-pyrazolo[1,5-a]pyrrolo[3,4-d]pyrimidin-4-yl]acetate C(C)(C)(C)C1=NN2C(N(C3=C(C2=O)CN(C3=O)CC3CC3)CC(=O)OCC)=C1